CC=1C=C(C(=NC1C1=CN=NC(=C1)C)C1=CC=CC=C1)N 5-methyl-6-(6-methylpyridazin-4-yl)-2-phenylpyridin-3-amine